O1CC(COC2=C1C=CC=C2)=O 2H-1,5-Benzodioxepin-3(4H)-one